CC1=NC(=CC(=N1)NCCNC(=O)[C@H]1N(CCC1)C(=O)OC(C)(C)C)NC=1SC(=CN1)C1=CC=NC=C1 tert-butyl (2S)-2-[2-[[2-methyl-6-[[5-(4-pyridyl)thiazol-2-yl]amino]pyrimidin-4-yl]amino]ethyl carbamoyl]pyrrolidine-1-carboxylate